C(C1=CC=CC=C1)OC1=C(CNCC2=CC=NC=C2)C=C(C=C1)Br N-[2-(benzyloxy)-5-bromobenzyl]-N-(4-PYRIDINYLMETHYL)amine